3-(2-(2-fluorobenzyl)-5-methylphenyl)-2-iminothiazolidin-4-one FC1=C(CC2=C(C=C(C=C2)C)N2C(SCC2=O)=N)C=CC=C1